ethyl 2-((4-oxo-1-(tetrahydro-2H-thiopyran-4-yl)-4,5-dihydro-1H-pyrazolo[3,4-d]pyrimidin-6-yl)thio)acetate O=C1C2=C(N=C(N1)SCC(=O)OCC)N(N=C2)C2CCSCC2